ClC1=CC=C(C=C1)C(CC([2H])[2H])(O)[2H] (4-chlorophenyl)propan-1,3,3-d3-1-ol